CC(C)(OC(=O)NCCNCCC)C N-([(1,1-dimethylethoxy)carbonyl])-N'-(2-methylethyl)-ethylenediamine